C(CCC)SC=1N=NN(N1)CC1=CC=C(C=C1)C=C 5-butylthio-2-(4-vinylbenzyl)-2H-tetrazole